6-[3-chloro-4-(cyclopropylmethoxy)phenyl]-N-[(5-fluoro-2-morpholino-3-pyridinyl)methyl]pyridazine-4-carboxamide ClC=1C=C(C=CC1OCC1CC1)C1=CC(=CN=N1)C(=O)NCC=1C(=NC=C(C1)F)N1CCOCC1